3-(2,3-dimethylphenyl)-5,7-di-tert-butyl-benzofuran-2-one CC1=C(C=CC=C1C)C1C(OC2=C1C=C(C=C2C(C)(C)C)C(C)(C)C)=O